C(CCC)NC1CN(C1)C(=O)C=1C=C(CC2=NN=CC3=CC=CC=C23)C=CC1F 4-(3-(3-(butylamino)azetidine-1-carbonyl)-4-fluorobenzyl)phthalazin